NCCN(CC)CC=1C=C(C#N)C=CC1Cl 3-(((2-aminoethyl)(ethyl)amino)methyl)-4-chlorobenzonitrile